ethyl 3-hydroxy-2,3-dimethyl-butyrate OC(C(C(=O)OCC)C)(C)C